tert-butyl 2-(3-fluoro-4-(7-(1-methylpiperidine-4-carboxamido)benzo[d]imidazo[2,1-b]thiazol-2-yl)phenyl)pyrrolidine-1-carboxylate FC=1C=C(C=CC1C=1N=C2SC3=C(N2C1)C=CC(=C3)NC(=O)C3CCN(CC3)C)C3N(CCC3)C(=O)OC(C)(C)C